2-[2-(dibenzylamino)ethoxy]acetonitrile C(C1=CC=CC=C1)N(CCOCC#N)CC1=CC=CC=C1